(S)-3-(2,5-dimethoxyphenyl)-N-(5-methyl-4-oxo-2,3,4,5-tetrahydrobenzo[b][1,4]oxazepin-3-yl)-1H-indole-5-carboxamide COC1=C(C=C(C=C1)OC)C1=CNC2=CC=C(C=C12)C(=O)N[C@@H]1C(N(C2=C(OC1)C=CC=C2)C)=O